7-bromo-2-(2,5-dimethyl-1H-pyrrol-1-yl)-3-methyl-3H-imidazo[4,5-b]pyridine BrC1=C2C(=NC=C1)N(C(=N2)N2C(=CC=C2C)C)C